C(C)(C)C1=CC=2C(C3=CC=C(C=C3NC2C=C1)OC(F)(F)F)(C)C 2-isopropyl-9,9-dimethyl-6-(trifluoromethoxy)-9,10-dihydroacridine